C1(CCCC1)NC1=CC=C(C=C1)C1C(CC2C(N1C(C1=C(C=CC=C1C)F)=O)CCC2)C(=O)NC2=CC(=C(C=C2)F)C(F)(F)F cis-2-(4-(cyclopentylamino)phenyl)-N-(4-fluoro-3-(trifluoromethyl)-phenyl)-1-(2-fluoro-6-methylbenzoyl)octahydro-1H-cyclopenta[b]pyridine-3-carboxamide